ClC1=CC(=C(OCC=2C=C(C=CC2)CC2CCN(CC2)CC2=NC3=C(N2C[C@@H]2COCC2)C=C(C=C3)C(=O)O)C=C1)C#N 2-{[4-({3-[(4-chloro-2-cyanophenoxy)methyl]phenyl}methyl)piperidin-1-yl]methyl}-1-{[(3R)-oxolan-3-yl]methyl}-1H-1,3-benzodiazole-6-carboxylic acid